acetic acid 2-((5-nitropyridin-2-yl) amino)-2-oxoethyl ester [N+](=O)([O-])C=1C=CC(=NC1)NC(COC(C)=O)=O